2,5-bis(5-tert-butyl-2-benzoOxazolyl)thiophene C(C)(C)(C)C=1C=CC2=C(N=C(O2)C=2SC(=CC2)C=2OC3=C(N2)C=C(C=C3)C(C)(C)C)C1